(2R,3R)-2-((((9H-fluoren-9-yl)methoxy)carbonyl)amino)-3-(methylthio)butanoic acid C1=CC=CC=2C3=CC=CC=C3C(C12)COC(=O)N[C@H](C(=O)O)[C@@H](C)SC